FC1=C(C=C(C=C1)C1(CC1)NC(=O)C1N(CC1)C(=O)OC(C)(C)C)OC(F)(F)F tert-butyl 2-((1-(4-fluoro-3-(trifluoromethoxy)phenyl)cyclopropyl)carbamoyl)azetidine-1-carboxylate